[N+](=O)([O-])C[C@H](O)C1(CC1)C(F)(F)F |r| (±)-2-nitro-1-[1-(trifluoromethyl)cyclopropyl]ethanol